5,6-diketo-dimethyl-1,10-phenanthroline O=C1C=2C=C(C(=NC2C2=NC=CC=C2C1=O)C)C